COC1=CC=C(C=C1)C(/C=C/C=1C=C(C(=O)O)C=CC1)=O 3-[(E)-3-(4-Methoxyphenyl)-3-oxoprop-1-enyl]benzoic acid